NC=1SC2=C(N1)C(=CC=C2)C2=C(C(=C(C=C2)S(=O)(=O)CC(CO)NC(OC(C)(C)C)=O)S(N(CC2=CC=C(C=C2)OC)CC2=CC=C(C=C2)OC)(=O)=O)C=2N=NN(N2)CC2=CC=C(C=C2)OC tert-butyl (1-((4-(2-aminobenzo[d]thiazol-4-yl)-2-(N,N-bis(4-methoxybenzyl)sulfamoyl)-3-(2-(4-methoxybenzyl)-2H-tetrazol-5-yl)phenyl)sulfonyl)-3-hydroxypropan-2-yl)carbamate